CC1=C2C=CC=C(C2=CC=C1)C1=CC=CC2=C(C=CC=C12)C 5,5'-dimethyl-1,1'-binaphthalene